C(C)N1C2=CC=C(C=C2C=2C=C(C=CC12)C12C(C3CC(CC(C1)C3)C2)C)C(C2=C(C=CC=C2)C)=O 1-[9-ethyl-6-(2-methylbenzoyl)-9H-carbazol-3-yl]-adamantylmethane